O1C=C(C=C1)C(=O)NC1=CC=C2C(=N1)C(=CN2)C2CCN1CCCC1C2 5-(3-furoyl)amino-3-(octahydroindolizin-7-yl)pyrrolo[3,2-b]pyridine